O1CCC(CC1)CN1CC2=CC=CC(=C2CC1)CNC=1N=NC(=CC1)C1=C(C(=CC(=C1)F)F)F N-((2-((tetrahydro-2H-pyran-4-yl)methyl)-1,2,3,4-tetrahydroisoquinolin-5-yl)methyl)-6-(2,3,5-trifluorophenyl)pyridazin-3-amine